1-(4-((4-((5-chloro-4-(3-fluorophenoxy)-2-methoxyphenyl)amino)-7-methoxyquinazolin-6-yl)oxy)-3-fluoropiperidin-1-yl)prop-2-en-1-one ClC=1C(=CC(=C(C1)NC1=NC=NC2=CC(=C(C=C12)OC1C(CN(CC1)C(C=C)=O)F)OC)OC)OC1=CC(=CC=C1)F